NC1=NC(=CC(=N1)NCCC[C@@H](C(N[C@@H]([C@H](CC)C)C(NC)=O)=O)NC(OC(C)(C)C)=O)Cl tert-butyl N-[(1S)-4-[(2-amino-6-chloropyrimidin-4-yl)amino]-1-{[(1S,2S)-2-methyl-1-(methylcarbamoyl)butyl]carbamoyl}butyl]carbamate